COCC12CC(CC(N1)C2)C Trans-1-(methoxymethyl)-3-methyl-6-azabicyclo[3.1.1]heptane